(E)-propionaldehyde oxime C(\CC)=N/O